tert-butyl (2S,4R)-4-((tert-butoxycarbonyl) amino)-5-(4-hydroxy-3-nitrophenyl)-2-methyl-pentanoate C(C)(C)(C)OC(=O)N[C@H](C[C@@H](C(=O)OC(C)(C)C)C)CC1=CC(=C(C=C1)O)[N+](=O)[O-]